(1r,3r)-3-aminocyclopentane-1-carboxylic acid N[C@H]1C[C@@H](CC1)C(=O)O